C(C)(C)(C)OC(=O)N(C1CCN(CC1)C(=O)OC(C)(C)C)C1=NC(=NC=2N1N=CC2C(C)C)SC tert-butyl 4-((tert-butoxycarbonyl)(8-isopropyl-2-(methylthio)pyrazolo[1,5-a][1,3,5]triazin-4-yl)amino)piperidine-1-carboxylate